5-bromo-2-((4-chlorobenzyl)oxy)benzaldehyde BrC=1C=CC(=C(C=O)C1)OCC1=CC=C(C=C1)Cl